(4-diphenylaminophenyl)boric acid C1(=CC=CC=C1)N(C1=CC=C(C=C1)OB(O)O)C1=CC=CC=C1